ClC1=CC=C2C(=CC=NC2=C1)N1CCN(CC1)C(=O)C1CN(CCC1)S(=O)(=O)C=1OC=CC1 (4-(7-chloroquinolin-4-yl)piperazin-1-yl)(1-(furan-2-ylsulfonyl)piperidin-3-yl)methanone